(±)-trans-3-(1,1-dimethylheptyl)-6,6a,7,8,10,10a-hexahydro-1-hydroxy-6,6-dimethyl-9H-dibenzo[b,d]pyran-9-one CC(CCCCCC)(C)C=1C=C(C2=C(OC([C@H]3[C@H]2CC(CC3)=O)(C)C)C1)O |r|